N-glycyl-L-proline NCC(=O)N1[C@@H](CCC1)C(=O)O